NC1(CN(C1)C=1SC(=C(N1)C)C(=O)C1=CC=C(C=C1)N1N=CN(C1=O)CC1=C(C=CC=C1F)F)C 2-(4-(2-(3-amino-3-methylazetidin-1-yl)-4-methylthiazole-5-carbonyl)phenyl)-4-(2,6-difluorobenzyl)-2,4-dihydro-3H-1,2,4-triazol-3-one